4,5-epoxycyclohexane-1,2-dicarboxylic acid diglycidyl ester C(C1CO1)OC(=O)C1C(CC2C(C1)O2)C(=O)OCC2CO2